C(C=C)(=O)N1CC2(C1)CN(CC2)C2=NC(=NC(=C2C#N)C2=C1C(=NNC1=CC=C2C)N)N2CCCC2 4-(2-acryloyl-2,6-diazaspiro[3.4]octan-6-yl)-6-(3-amino-5-methyl-1H-indazol-4-yl)-2-(pyrrolidin-1-yl)pyrimidine-5-carbonitrile